3-trifluoromethyl-[1,2,4]triazolo[4,3-a]piperazine hydrochloride Cl.FC(C1=NN=C2N1CCNC2)(F)F